N-(3-chloro-5-fluorobenzyl)-4-(5-methyl-2-((tetrahydro-2H-pyran-4-yl)amino)pyrimidin-4-yl)oxazole-2-carboxamide ClC=1C=C(CNC(=O)C=2OC=C(N2)C2=NC(=NC=C2C)NC2CCOCC2)C=C(C1)F